FC1=CC2=C(N(C(=N2)NC=2OC3=C(N2)C=C(C=C3)CN3CCOCC3)C)C=C1 N-(5-fluoro-1-methyl-1H-benzo[d]imidazol-2-yl)-5-(morpholinomethyl)benzo[d]oxazol-2-amine